C(C)C1=C(C=CC=C1)C=1C=C2CCN[C@H](C2=CC1)CNC1=C(C(=O)O)C=CN=C1 (R)-3-(((6-(2-ethylphenyl)-1,2,3,4-tetrahydroisoquinolin-1-yl)methyl)amino)isonicotinic acid